BrC1=CC(=C(S1)[C@H]1N([C@@H](CC2=C1N(C1=CC=CC=C21)C(=O)OC(C)(C)C)C)CC(CO[Si](C2=CC=CC=C2)(C2=CC=CC=C2)C(C)(C)C)(F)F)F tert-butyl (1S,3R)-1-(5-bromo-3-fluorothiophen-2-yl)-2-(3-((tert-butyldiphenylsilyl)oxy)-2,2-difluoropropyl)-3-methyl-1,2,3,4-tetrahydro-9H-pyrido[3,4-b]indole-9-carboxylate